2-[2,6-difluoro-3-(5-fluoro-2-methylpyridine-3-sulfonamido)phenyl]-N-methylimidazo[1,5-b]pyridazine-5-carboxamide FC1=C(C(=CC=C1NS(=O)(=O)C=1C(=NC=C(C1)F)C)F)C=1C=CC=2N(N1)C=NC2C(=O)NC